(1S,3aR,6aS)-N-((S)-1-cyano-2-((R)-2-oxopiperidin-3-yl)ethyl)-2-(4-(difluoromethyl)-7-chloro-1H-indole-2-carbonyl)-5,5-difluorooctahydrocyclopenta[c]pyrrole-1-carboxamide C(#N)[C@H](C[C@@H]1C(NCCC1)=O)NC(=O)[C@H]1N(C[C@H]2[C@@H]1CC(C2)(F)F)C(=O)C=2NC1=C(C=CC(=C1C2)C(F)F)Cl